ClC1C(C(=O)O)=CC(=C(N1C(NC=1C(=NC=CC1C)C(C)C)=O)Cl)F 2,6-dichloro-5-fluoro-N-((2-isopropyl-4-methyl-pyridin-3-yl)carbamoyl)nicotinic acid